C(C)(C)(C)NC(CN(C=1C2=C(N=C(N1)C1=NC=CC(=C1)O[C@@H]1CN(CC1)C)CCC2)C)=O N-tert-butyl-2-{methyl[2-(4-{[(3S)-1-methylpyrrolidin-3-yl]oxy}pyridin-2-yl)-5H,6H,7H-cyclopenta[d]pyrimidin-4-yl]amino}acetamide